C(#N)C=1C=CC(=NC1)N1CCN(CC1)C1=CC=C(C=C1)NC(C1=CC(=C(C=C1)OC)OC)=O N-(4-(4-(5-Cyanopyridin-2-yl)piperazin-1-yl)phenyl)-3,4-dimethoxybenzamid